2-(4-((6-(1-methyl-1H-pyrazol-4-yl)isoquinolin-3-yl)carbamoyl)piperidin-1-yl)acetic acid CN1N=CC(=C1)C=1C=C2C=C(N=CC2=CC1)NC(=O)C1CCN(CC1)CC(=O)O